N1(CCOCC1)C=1C=C2CN(C(C2=CC1)=O)C1=CC2=C(NC(=N2)C2=CC=C(C=C2)OCC(N2CCCCC2)=O)C=C1 5-(morpholin-4-yl)-2-(2-(4-(2-oxo-2-(piperidin-1-yl)ethoxy)phenyl)-1H-benzimidazol-5-yl)isoindolin-1-one